[C@H]12OC[C@](CC1)(C2)C=2N=C1N(C=C(C(=C1)OC(C)C)C(=O)NC1=NC(=CC=C1)C(F)F)C2 2-((1S,4R)-2-oxabicyclo[2.2.1]heptan-4-yl)-N-(6-(difluoromethyl)pyridin-2-yl)-7-isopropoxyimidazo[1,2-a]pyridine-6-carboxamide